C(C)(C)(C)OC(=O)N1N=C(C=C1)OCC12CC(C1)(C2)F 3-[(3-fluoro-1-bicyclo[1.1.1]pentanyl)methoxy]pyrazole-1-carboxylic acid tert-butyl ester